C(C)(C)(C)C=1C=C(C2=C(N=C(O2)C2=C(C=CC=C2)O)C1)C(C)(C)C 2-(5,7-di-tert-butylbenzo[d]oxazol-2-yl)phenol